FC=1C(=NC=CC1CC=1C=NC=C(C1C)NC1=C(C=C2C(=N1)OCCO2)F)NC(OC(C)(C)C)=O tert-butyl N-[3-fluoro-4-[[5-[(7-fluoro-2,3-dihydro-[1,4]dioxino[2,3-b]pyridin-6-yl)amino]-4-methyl-3-pyridyl]methyl]-2-pyridyl]carbamate